C(C)OC(=O)C=1N=C(SC1)N1N=C(C=C1N)C1=CC=NC=C1 2-[5-amino-3-(4-pyridinyl)-1H-pyrazol-1-yl]thiazole-4-carboxylic acid ethyl ester